N1(N=CC=C1)C1=CC=C(C=C1)[C@@H]1CN(CC[C@H]1CC1=C2C=CNC2=C(C=C1C)C)C 4-(((3R,4R)-3-(4-(1H-pyrazol-1-yl)phenyl)-1-methylpiperidin-4-yl)methyl)-5,7-dimethyl-1H-indole